C[Si](CCCN1C=NCC1)(OCC)OCC N-(3-methyldiethoxysilylpropyl)-4,5-dihydroimidazole